4-((5-Bromopyridin-2-yl)oxy)butan-1-ol BrC=1C=CC(=NC1)OCCCCO